[N].[N].S1C=CC2=C1C=CC=C2 benzothiophene dinitrogen